CC=1C=C(N=NC1)NC1=CC(=NC=N1)NC1=C(C(=O)N)C=CC=C1 2-((6-((5-methylpyridazin-3-yl)amino)pyrimidin-4-yl)amino)benzamide